OCCN1C2=C(N(C(C3=C1C=CC=C3)=O)CC3=CC=C(C=C3)OC)C=C(C=C2)C(=O)OC methyl 5-(2-hydroxyethyl)-10-(4-methoxybenzyl)-11-oxo-10,11-dihydro-5H-dibenzo[b,e][1,4]diazepine-8-carboxylate